3-ethyl-2,5-pyrazinediethanol C(C)C=1C(=NC=C(N1)CCO)CCO